C(C)(C)(C)OC(N(CCC1=CC=C(C=C1)C)C)=O methyl-(4-methyl-phenethyl)carbamic acid tert-butyl ester